FC(C(=O)[O-])(F)F.[Rh+3].FC(C(=O)[O-])(F)F.FC(C(=O)[O-])(F)F rhodium trifluoroacetate salt